6-chloro-N,2-dimethylpyridin-3-amine ClC1=CC=C(C(=N1)C)NC